N-(1,1,1-trifluoro-3-nitropropan-2-yl)aniline FC(C(C[N+](=O)[O-])NC1=CC=CC=C1)(F)F